4-((R)-2-azidobut-2-yl)-6-chloro-1-(((R)-4-((R)-methylsulfinyl)butan-2-yl)oxy)-2,7-naphthyridine N(=[N+]=[N-])[C@](C)(CC)C1=CN=C(C2=CN=C(C=C12)Cl)O[C@H](C)CC[S@](=O)C